trans-1,4-distyrylbenzene C(=CC1=CC=CC=C1)C1=CC=C(C=C1)\C=C\C1=CC=CC=C1